CC1=C(C=CC(=C1)N1C2=CC=CC=C2C=2C=CC=CC12)C1=C(C=C(C=C1)N1C2=CC=CC=C2C=2C=CC=CC12)C 9,9'-(2,2'-dimethyl[1,1'-biphenyl]-4,4'-diyl)bis-9H-carbazole